N-(quinoxalin-6-yl)-2-[4-{5-chloro-2-[4-(difluoromethyl)-1H-1,2,3-triazol-1-yl]phenyl}-5-methoxy-2-oxopyridin-1(2H)-yl]pentanamide N1=CC=NC2=CC(=CC=C12)NC(C(CCC)N1C(C=C(C(=C1)OC)C1=C(C=CC(=C1)Cl)N1N=NC(=C1)C(F)F)=O)=O